4-((5-(2,3-dimethyl-3H-imidazo[4,5-b]pyridin-5-yl)pyrrolo[2,1-f][1,2,4]triazin-2-yl)amino)cyclohexan-1-ol CC1=NC=2C(=NC(=CC2)C=2C=CN3N=C(N=CC32)NC3CCC(CC3)O)N1C